1-(4-(((6-amino-5-(4-(4-hydroxyphenoxy)phenyl)pyrimidin-4-yl)amino)methyl)piperidin-1-yl)prop-2-en-1-one NC1=C(C(=NC=N1)NCC1CCN(CC1)C(C=C)=O)C1=CC=C(C=C1)OC1=CC=C(C=C1)O